8-(benzo[d]thiazol-5-ylamino)thieno[2,3-g]quinolin-3(2H)-one 1,1-dioxide hydrochloride Cl.S1C=NC2=C1C=CC(=C2)NC2=CC=NC=1C=C3C(=CC21)S(CC3=O)(=O)=O